methyl (R or S)-5-cyclopropyl-3-(3-(3-fluoro-4-methylphenyl)-3-(1,2,4-thiadiazol-5-yl)pyrrolidine-1-carboxamido)pyrazine-2-carboxylate C1(CC1)C=1N=C(C(=NC1)C(=O)OC)NC(=O)N1C[C@](CC1)(C1=NC=NS1)C1=CC(=C(C=C1)C)F |o1:18|